tert-butyl 4-[7-(6-methoxy-2,7-dimethylindazol-5-yl)-4-oxopyrido[2,3-d]pyrimidin-3-yl]piperidine-1-carboxylate COC=1C(=CC2=CN(N=C2C1C)C)C=1C=CC2=C(N=CN(C2=O)C2CCN(CC2)C(=O)OC(C)(C)C)N1